N1(N=CC=C1)C1=CC=C(C=C1)C1=C2C=C(N=CC2=C(N=C1)NC)NC(=O)C1CC1 N-(5-(4-(1H-pyrazol-1-yl)phenyl)-8-(methylamino)-2,7-naphthyridin-3-yl)cyclopropanecarboxamide